C(CCCCCCC\C=C/CCCCCCCC)(=O)OCC(COC(CCCCN(C)C)=O)(COC(CCCCCCC\C=C/CCCC)=O)COC(CCCCCCC\C=C/CCCC)=O 3-((5-(dimethylamino)pentanoyl) oxy)-2,2-bis(((9Z)-tetradec-9-enoyloxy)methyl)propyl (9Z)-octadec-9-enoate